3-{3-methyl-2-oxo-4-[3-(piperazin-1-yl)prop-1-yn-1-yl]-1,3-benzodiazol-1-yl}piperidine-2,6-dione CN1C(N(C2=C1C(=CC=C2)C#CCN2CCNCC2)C2C(NC(CC2)=O)=O)=O